ClC1=CC(N(C=C1C(=O)OCC)CC1(CCN(CC12CCCC2)C(=O)OC(C)(C)C)O)=O tert-Butyl 10-((4-Chloro-5-(ethoxycarbonyl)-2-oxopyridin-1(2H)-yl)methyl)-10-hydroxy-7-azaspiro[4.5]decane-7-carboxylate